(1R,5S,7S)-9-(5-fluoro-4-(methylsulfonyl)pyrimidin-2-yl)-3-oxa-9-azabicyclo[3.3.1]-nonane-7-ol FC=1C(=NC(=NC1)N1[C@H]2COC[C@@H]1CC(C2)O)S(=O)(=O)C